2-(((2S,4r,6S)-6-((2-((S)-3-fluoro-pyrrolidin-1-yl)pyrimidin-4-yl)amino)spiro[3.3]heptan-2-yl)oxy)nicotinamide F[C@@H]1CN(CC1)C1=NC=CC(=N1)NC1CC2(CC(C2)OC2=C(C(=O)N)C=CC=N2)C1